1-(6-bromo-3-chloropyridin-2-yl)-2,2,2-trifluoroethanol BrC1=CC=C(C(=N1)C(C(F)(F)F)O)Cl